2-(2,5-dimethylpyridin-4-yl)-3-isopropyl-5-(1-((1-methyl-1H-1,2,3-triazol-4-yl)methyl)piperidin-4-yl)-1H-indole CC1=NC=C(C(=C1)C=1NC2=CC=C(C=C2C1C(C)C)C1CCN(CC1)CC=1N=NN(C1)C)C